N=1C(=CN2C1C=CC=C2)C(C)O 1-(imidazo[1,2-a]pyridin-2-yl)ethan-1-ol